IC1=CC=C(N=N1)N(C1C[C@H]2CC[C@@H](C1)N2C(=O)OC(C)(C)C)C tert-butyl (1R,3r,5S)-3-((6-iodopyridazin-3-yl) (methyl) amino)-8-azabicyclo[3.2.1]Octane-8-carboxylate